COC1=C2N(C=NC2=NC(=N1)N1N=CC(=C1)C(=O)OC(C)(C)C)CC1=CC=C(C=C1)C(=O)OC tert-Butyl 1-(6-methoxy-7-(4-(methoxycarbonyl)benzyl)-7H-purin-2-yl)-1H-pyrazole-4-carboxylate